COC=1C(=C2C=CN(C2=C(C1)C)C(=O)[O-])CN1[C@@H](CN(CC1)CCC(F)(F)F)C1=CC=C(C=C1)C(=O)OC (R)-5-Methoxy-4-((2-(4-(methoxycarbonyl)phenyl)-4-(3,3,3-trifluoropropyl)piperazin-1-yl)methyl)-7-methyl-1H-indole-1-carboxylate